ClC=1C(=CC2=C(N=C(O2)NC(=O)C2CC(CC(C2)C)(C)C)C1)Cl N-(5,6-Dichloro-1,3-benzoxazol-2-yl)-3,3,5-trimethylcyclohexan-1-carboxamid